CC(CS)(CCC)S 2-methylpentane-1,2-dithiol